Cl.NCCNC(C(=O)O)C ((2-aminoethyl)amino)propionic acid hydrochloride